(2-[4-(2-hydroxyethyl)-1-piperazinyl])-ethanesulfonic acid OCCN1CCN(CC1)CCS(=O)(=O)O